4-(6-((tert-butyldiphenylsilyl)oxy)-3,3,6-trimethyl-1,4-oxazepan-4-yl)-6-((S)-1-((2S,4R)-4-fluoro-1-methylpyrrolidin-2-yl)ethoxy)-1,3,5-triazine-2-carbonitrile [Si](C1=CC=CC=C1)(C1=CC=CC=C1)(C(C)(C)C)OC1(CN(C(COC1)(C)C)C1=NC(=NC(=N1)O[C@@H](C)[C@H]1N(C[C@@H](C1)F)C)C#N)C